C1(=CC=CC=C1)N1[Si](CC[Si]1(C(C)C)C(C)C)(C(C)C)C(C)C 1-phenyl-2,2,5,5-tetraisopropyl-1-aza-2,5-disilacyclopentane